COC(=O)C=1C(=NC=C(C1)C(F)(F)F)N1CCN(CC1)C(=O)O 4-(3-(methoxycarbonyl)-5-(trifluoromethyl)pyridin-2-yl)piperazine-1-carboxylic acid